N=1C=C(N2N=CC=CC21)C#CC2=CN(C1=NC=C(C=C12)NC(C=C)=O)C N-(3-(Imidazo[1,2-b]pyridazin-3-ylethynyl)-1-methyl-1H-pyrrolo[2,3-b]pyridin-5-yl)acrylamide